2-(hydroxymethyl)epoxyethane OCC1CO1